tert-butyl 3-((4-((3,4-dichloro-2-fluorophenyl)amino)-7-methoxyquinazolin-6-yl)oxy)-9-azabicyclo[3.3.1]nonane-9-carboxylate ClC=1C(=C(C=CC1Cl)NC1=NC=NC2=CC(=C(C=C12)OC1CC2CCCC(C1)N2C(=O)OC(C)(C)C)OC)F